[N+](=O)([O-])[O-].C(CCCCCCCC)[NH2+]CCCCCCCCC dinonyl-ammonium nitrate